(R)-tert-butyl 4-(2-bromophenyl)-2-cyano-4,5-dihydrothieno[2,3-c]pyridine-6(7H)-carboxylate BrC1=C(C=CC=C1)[C@H]1C2=C(CN(C1)C(=O)OC(C)(C)C)SC(=C2)C#N